OC(=O)C(F)(F)F.FC1=C(CN(CCN2C3CC(CC2CC3)C=3C=C(C(=O)N)C=CC3)C([C@H](CC(C)C)O)=O)C(=CC=C1)F 3-endo-(8-{2-[(2,6-difluorobenzyl)-((S)-2-hydroxy-4-methylpentanoyl)-amino]ethyl}-8-azabicyclo[3.2.1]oct-3-yl)benzamide TFA salt